C(C)(C)N1CC(CC1)COC=1C=C(C=CC1OC)NC1=NC=CC(=N1)NC N2-(3-((1-isopropylpyrrolidin-3-yl)methoxy)-4-methoxyphenyl)-N4-methylpyrimidine-2,4-diamine